(S)-N-(1-(1H-benzo[d]imidazol-2-yl)-2-phenylethyl)-2-(3-(trifluoromethyl)-4,5,6,7-tetrahydro-1H-indazol-1-yl)acetamide N1C(=NC2=C1C=CC=C2)[C@H](CC2=CC=CC=C2)NC(CN2N=C(C=1CCCCC21)C(F)(F)F)=O